CC1CCC(C=2N1C=NC2)=O 5-methyl-6,7-dihydroimidazo[1,5-a]pyridin-8(5H)-one